1-[bis(2-hydroxyethyl)amino]-3-chloro-2-propanol OCCN(CC(CCl)O)CCO